COC(\C=C\C)=O.C(CC(C)CCC=C(C)C)(=O)O Citronellic acid methyl-crotonate